FC(C(=O)N[C@@H]1[C@H](N(C(C1)=O)C1=CC2=C(N(N=N2)C2=CC=C(C=C2)F)C=C1)C1=CC=CC=C1)(C)F |r| 2,2-difluoro-N-[rac-(2R,3S)-1-[1-(4-fluorophenyl)benzotriazol-5-yl]-5-oxo-2-phenylpyrrolidin-3-yl]propanamide